N1(N=CN=C1)CCN1CN=C(N=C1N1N=CC=C1)N1CCC2=CC=CC=C12 N-(2-(1H-1,2,4-triazol-1-yl)ethyl)-4-(indolin-1-yl)-6-(1H-pyrazol-1-yl)-1,3,5-triazin